N=[S@](C1CC(C1)C(=O)NC)(=O)C 3-[(S)-imino(methyl)oxo-λ6-sulfanyl]-N-methylcyclobutane-1-carboxamide